1-methylpiperidine-4-carboxylic acid chloride CN1CCC(CC1)C(=O)Cl